Methyl-phenyl-dimethyl-sulfonium camphorsulfonate C12(C(=O)CC(CC1)C2(C)C)CS(=O)(=O)[O-].CC[S+](C)C2=CC=CC=C2